C(C)(C)S(=O)(=O)C1=CC=C(C(=O)OC2CN(C2)C=2N=C(C3=C(N2)CC[S+]3[O-])N(C3CCOCC3)C)C=C1 [1-[4-[methyl(tetrahydropyran-4-yl)amino]-5-oxido-6,7-dihydro-thieno[3,2-d]pyrimidin-5-ium-2-yl]azetidin-3-yl] 4-isopropylsulfonylbenzoate